(4-amino-7-fluoro-1,3-dihydrofuro[3,4-c]quinolin-8-yl)((3S)-3-(4-fluoro-3-(trifluoromethoxy)phenyl)-4-morpholinyl)methanone NC1=NC=2C=C(C(=CC2C2=C1COC2)C(=O)N2[C@H](COCC2)C2=CC(=C(C=C2)F)OC(F)(F)F)F